N,7-dibenzyl-1-isobutyl-1,2,3,3a,7,7a-hexahydro-6H-3,6-methanopyrrolo[3,2-c]pyridine-6-carboxamide C(C1=CC=CC=C1)NC(=O)C12C(C3C(C=N1)C(CN3CC(C)C)C2)CC2=CC=CC=C2